C(C)(C)(C)OC(=O)N[C@@H](CO[Si](C1=CC=CC=C1)(C1=CC=CC=C1)C(C)(C)C)C(=O)OCC Ethyl N-(tert-butoxycarbonyl)-O-(tert-butyldiphenylsilyl)-L-serinate